5-((6-((2-Hydroxyethyl)amino)imidazo[1,2-b]pyridazin-3-yl)ethynyl)-N-(4-((4-methylpiperazin-1-yl)methyl)-3-(trifluoromethyl)phenyl)nicotinamide OCCNC=1C=CC=2N(N1)C(=CN2)C#CC=2C=NC=C(C(=O)NC1=CC(=C(C=C1)CN1CCN(CC1)C)C(F)(F)F)C2